SCCCS(=O)(=O)[O-] 3-mercapto-1-propansulfonate